NC=1C(N(C=CC1)C1=NC=C(C=C1)N(C)C)=O 3-amino-5'-(N,N-dimethylamino)-2H-[1,2-bipyridyl]-2-one